ClC=1C=C(C(=O)N[C@@H](C)C2=NC=NN2C=2SC(=CN2)I)C=C(C1)S(=O)(=O)C 3-chloro-N-{(1S)-1-[1-(5-iodo-1,3-thiazol-2-yl)-1H-1,2,4-triazol-5-yl]Ethyl}-5-(methylsulfonyl)benzamide